C(C1=CN=CC=C1)(=O)N[C@@H](CCO[C@@H]1C[C@@H](C1)CCC1=NC=2NCCCC2C=C1)C(=O)O N-nicotinoyl-O-(cis-3-(2-(5,6,7,8-tetrahydro-1,8-naphthyridin-2-yl)ethyl)cyclobutyl)homoserine